NC=1C(=NC(=C(N1)N1N=CC=N1)C=1C=CC=2N(C1)C(=CN2)C)CNS(=O)C(C)(C)C N-[(3-amino-6-[3-methylimidazo[1,2-a]pyridin-6-yl]-5-(2H-1,2,3-triazol-2-yl)pyrazin-2-yl)methyl]-2-methylpropan-2-sulfinamide